O1N=CC(=C1)S(=O)(=O)N isoxazole-4-sulfonamide